(2E)-4-bromobut-2-enoic acid methyl ester COC(\C=C\CBr)=O